Triethylen glycol dimethyl ether COCCOCCOCCOC